(R)-6-(bromomethyl)-4-(2-chloro-4-fluorophenyl)-2-(thiazol-2-yl)-1,4-Dihydropyrimidine-5-carboxylate BrCC1=C([C@@H](N=C(N1)C=1SC=CN1)C1=C(C=C(C=C1)F)Cl)C(=O)[O-]